1-(2,3-difluorobenzyl)-4-((3-fluoro-4-(1-hydroxycyclopropyl)-6-((5-methyl-1H-pyrazol-3-yl)amino)pyridin-2-yl)methyl)piperidine-4-carboxylic acid FC1=C(CN2CCC(CC2)(C(=O)O)CC2=NC(=CC(=C2F)C2(CC2)O)NC2=NNC(=C2)C)C=CC=C1F